C(C)(C)(C)C1=NC(=NO1)C12CC(C1)(C2)C(=O)C(=O)N2CC1(C2)CC(C1)N1N=C(N=C1)C1CC1 [3-(5-tert-butyl-1,2,4-oxadiazol-3-yl)-1-bicyclo[1.1.1]pentanoyl]-[6-(3-cyclopropyl-1,2,4-triazol-1-yl)-2-azaspiro[3.3]heptan-2-yl]methanone